C(N)(=O)C1=CC(=C(C=2C3=C(NC12)CCC3)N3C[C@H](CCC3)N(C(OC(C)(C)C)=O)C)F tert-butyl N-[(3S)-1-(5-carbamoyl-7-fluoro-1,2,3,4-tetrahydrocyclopenta[b]indol-8-yl)-3-piperidyl]-N-methylcarbamate